3-(5-fluoro-7-(3-hydroxyazetidin-1-yl)-2,3-dihydrobenzofuran-4-yl)piperidine-2,6-dione FC=1C=C(C2=C(CCO2)C1C1C(NC(CC1)=O)=O)N1CC(C1)O